1-(4-(4-(3,4-dichloro-2-fluorophenylamino)-7-methoxyquinazolin-6-yloxy)piperidin-1-yl)prop-2-en-1-one ClC=1C(=C(C=CC1Cl)NC1=NC=NC2=CC(=C(C=C12)OC1CCN(CC1)C(C=C)=O)OC)F